2,2-dimethyl-3-(pyridin-4-yl)propionic acid CC(C(=O)O)(CC1=CC=NC=C1)C